(S)-N,N'-(((2-aminobutane-1,4-diyl)bis(sulfanediyl))bis-(methylene))-diacetamide hydrochloride Cl.N[C@H](CSCNC(C)=O)CCSCNC(C)=O